C(C)(C)(C)OC(\C=C\C[C@@H]([C@@H](\C=C\C1=CC=C(C=C1)C=O)C)O)=O (2E,5S,6R,7E)-8-(4-formylphenyl)-5-hydroxy-6-methyloct-2,7-dienoic acid tert-butyl ester